BrC1=C(C=C2C(=CN(C2=C1)C1CC(C1)F)[C@@H](C(F)F)N[S@@](=O)C(C)(C)C)F (S)-N-((S)-1-(6-bromo-5-fluoro-1-(3-fluorocyclobutyl)-1H-indol-3-yl)-2,2-difluoroethyl)-2-methylpropane-2-sulfinamide